(3R)-3-{[2-(4-fluorophenyl)-10-(trifluoromethyl)[1,2,4]triazolo[1,5-c]quinazolin-5-yl]amino}azepin-2-one FC1=CC=C(C=C1)C1=NN2C(=NC=3C=CC=C(C3C2=N1)C(F)(F)F)NC=1C(N=CC=CC1)=O